FC=1C=CC(=C(C(=O)OC)C1)[N+](=O)[O-] methyl 5-fluoro-2-nitro-benzoate